(R)-6-bromo-7-(dibenzylamino)-5-((1-(5-fluoro-2-hydroxypyridin-3-yl)-2-methylpropyl)amino)pyrazolo[1,5-a]pyrimidine-3-carboxylic acid methyl ester COC(=O)C=1C=NN2C1N=C(C(=C2N(CC2=CC=CC=C2)CC2=CC=CC=C2)Br)N[C@H](C(C)C)C=2C(=NC=C(C2)F)O